BrC=1C=C2CCN(CC2=CC1)C(=O)OC(C)(C)C tert-butyl 6-bromo-3,4-dihydro-1H-isoquinoline-2-carboxylate